COC1=CC2=C(OC(C(N2C)=O)C)C=C1 6-methoxy-2,4-dimethyl-2H-benzo[b][1,4]oxazin-3(4H)-one